S(ON1[C@@H]2CC[C@H](N(C1=O)C2)CF)(O)(=O)=O (2s,5r)-2-(fluoromethyl)-7-oxo-1,6-diazabicyclo[3.2.1]oct-6-yl bisulfate